COC(=O)C1=NN(C=C1N(C(C)=O)C([2H])([2H])[2H])C1OCCCC1 (N-(methyl-d3)acetamido)-1-(tetrahydro-2H-pyran-2-yl)-1H-pyrazole-3-carboxylic acid methyl ester